NCCCCNC=1C=C2C(N(C(C2=CC1)=O)C1C(NC(CC1)=O)=O)=O 5-((4-aminobutyl)amino)-2-(2,6-dioxopiperidin-3-yl)isoindoline-1,3-dione